2-amino-4-methyl-5-propylpyrrole NC=1NC(=C(C1)C)CCC